1-(bromodifluoromethyl)-3-(2-methyl-5-nitrophenyl)-1H-pyrazole BrC(N1N=C(C=C1)C1=C(C=CC(=C1)[N+](=O)[O-])C)(F)F